C(CCCCCCCCCCCCCC)(=O)OCCC propyl pentadecylate